2,2-difluorobenzo[D][1,3]dioxol-5-carboxylic acid FC1(OC2=C(O1)C=CC(=C2)C(=O)O)F